N1CC(C1)OC=1C=CC(=C(C(=O)N[C@H](C)C=2C=C(C=CC2)C2=CC=C(S2)C(=O)O)C1)C (R)-5-(3-(1-(5-(azetidin-3-yloxy)-2-methylbenzamido)ethyl)phenyl)thiophene-2-carboxylic acid